ClC1=NC=NC(=C1)N1C[C@H](N(CC1)[C@H]1COCC1)C |&1:13| Racemic-4-chloro-6-((3R)-3-methyl-4-(tetrahydrofuran-3-yl)piperazin-1-yl)pyrimidine